N1(CCCCC1)C1=CC=C(C=C1)CCN 2-(4-piperidin-1-ylphenyl)ethanamine